C1(CC1)C1=C(C(=NO1)C(C1CC1)C1CC1)COC12CCC(CC1)(CC2)C2=NC1=CC(=CC=C1C=C2)C(F)(F)F 2-(4-((5-Cyclopropyl-3-(dicyclopropylmethyl)isoxazol-4-yl)methoxy)bicyclo[2.2.2]octan-1-yl)-7-(trifluoromethyl)chinolin